7-bromo-2-methyl-1H-indene BrC=1C=CC=C2C=C(CC12)C